methyl-N-(trimethylsilyl)acetamide CCC(=O)N[Si](C)(C)C